C(=O)O[Ti] formoxytitanium